BrC1=C2CC(CC2=CC=C1OCC1(CC1)NC(OC(C)(C)C)=O)CO[Si](C)(C)C(C)(C)C tert-Butyl N-[1-[[4-bromo-2-[[tert-butyl(dimethyl)silyl]oxymethyl]-2,3-dihydro-1H-inden-5-yl]oxymethyl]cyclopropyl]carbamate